COC=1C=C(C=CC1OC)C1=CC=C2N=CC(=NC2=C1)NCC(=O)NC 2-{[7-(3,4-dimethoxyphenyl)quinoxalin-2-yl]amino}-N-methylacetamide